(imidazo[4,5-d]pyrrolo[2,3-b]pyridin-1(6H)-yl)pyridin-3-amine N1(C=NC=2C1=C1C(=NC2)NC=C1)C1=NC=CC=C1N